N-[5-isopropyl-4-[4-(4-methylpiperazin-1-yl)phenoxy]-6-(o-tolyl)pyrimidin-2-yl]-1-methyl-pyrazole-4-sulfonamide C(C)(C)C=1C(=NC(=NC1C1=C(C=CC=C1)C)NS(=O)(=O)C=1C=NN(C1)C)OC1=CC=C(C=C1)N1CCN(CC1)C